t-butyl (3-(6-fluoropyridin-3-yl)-2-methoxy phenyl)carbamate FC1=CC=C(C=N1)C=1C(=C(C=CC1)NC(OC(C)(C)C)=O)OC